p-phenyleneoxide C12=CC=C(C=C1)O2